N1(CCOCC1)C1=CC=C(C=N1)B(O)O 6-(4-morpholinyl)-3-pyridineboronic acid